ClC1=C(C=CC(=C1)F)C(C)OC1CN(C1)C(=O)OC(C)(C)C tert-Butyl 3-[1-(2-chloro-4-fluoro-phenyl)ethoxy]azetidine-1-carboxylate